OC(=O)C(F)(F)F.ClC=1C(=C(C=CC1)N1CCC2(CC1)C=1C=CC(=NC1C(N(C2)C2CN(C2)CCO)=O)C=2C(=NC=CC2)OCC)C(F)(F)F 1'-[3-chloro-2-(trifluoromethyl)phenyl]-2-(2-ethoxypyridin-3-yl)-7-[1-(2-hydroxyethyl)azetidin-3-yl]spiro[6H-1,7-naphthyridine-5,4'-piperidine]-8-one TFA salt